6-bromo-8-fluoro-7-methoxy-2-methyl-imidazo[1,2-a]pyridine BrC=1C(=C(C=2N(C1)C=C(N2)C)F)OC